2-oxapropan COC